N-(2-((4-methoxyphenyl)ethynyl)phenyl)carboxamide COC1=CC=C(C=C1)C#CC1=C(C=CC=C1)NC=O